CC1(N(CCC1)CCNC(=O)C1CCN(CC1)C1=NC(=NO1)C1=CC=C(C=C1)OC)C N-(2-(2,2-dimethylpyrrolidin-1-yl)ethyl)-1-(3-(4-methoxyphenyl)-1,2,4-oxadiazol-5-yl)piperidine-4-carboxamide